C(C(C)C)(=O)N1CCN(CC1)C1=CC2=C(CC(O2)(C)C)C=C1NC(=O)C=1C=NN2C1N=CC=C2 N-(6-(4-isobutyrylpiperazin-1-yl)-2,2-dimethyl-2,3-dihydrobenzo-furan-5-yl)pyrazolo[1,5-a]pyrimidine-3-carboxamide